OC=1C(=CC(=C(C1)C(C)=O)C)C 1-(5-hydroxy-2,4-dimethylphenyl)ethanone